FC=1C(=C2C(=NC(=NN2C1)NC1CCC(CC1)(C)O)OC)C=1C=CC=2N(C1)C(=CN2)C(=O)NC 6-(6-fluoro-2-(((1s,4s)-4-hydroxy-4-methylcyclohexyl)amino)-4-methoxypyrrolo[2,1-f][1,2,4]triazin-5-yl)-N-methylimidazo[1,2-a]pyridine-3-carboxamide